1-(3-(4-amino-5-(4-(3,3-difluoro-pyrrolidine-1-carbonyl)phenyl)-7-methyl-7H-pyrrolo[2,3-d]pyrimidin-6-yl)pyrrolidin-1-yl)prop-2-en-1-one NC=1C2=C(N=CN1)N(C(=C2C2=CC=C(C=C2)C(=O)N2CC(CC2)(F)F)C2CN(CC2)C(C=C)=O)C